2-(4-(3-isopropyl-2-(8-methyl-[1,2,4]triazolo[1,5-a]pyridin-6-yl)-1H-indol-5-yl)piperidin-1-yl)-1-(3-(methylsulfonyl)azetidin-1-yl)ethan-1-one C(C)(C)C1=C(NC2=CC=C(C=C12)C1CCN(CC1)CC(=O)N1CC(C1)S(=O)(=O)C)C=1C=C(C=2N(C1)N=CN2)C